ClC=1C=C(CN2CCC(CC2)NC(OC(C)(C)C)=O)C=CC1OCC1CC1 tert-butyl (1-(3-chloro-4-(cyclopropylmethoxy)benzyl)piperidin-4-yl)carbamate